s-indacene-8-propionic acid C1=CC=C2C=C3C=CC=C3C(=C12)CCC(=O)O